(2-(4-(2-(3,4-dimethoxyphenyl)-3-ethyl-1H-indol-5-yl)piperidin-1-yl)-2-oxoethyl)piperidine-3-carboxylic acid ethyl ester C(C)OC(=O)C1CN(CCC1)CC(=O)N1CCC(CC1)C=1C=C2C(=C(NC2=CC1)C1=CC(=C(C=C1)OC)OC)CC